P(=O)([O-])([O-])[O-].N1=C(N)N=C(N)N=C1N.[Cu+2].P(=O)([O-])([O-])[O-].[Cu+2].[Cu+2] copper melamine phosphate